O=C1N(CC2=CC(=CC=C12)CN1CCC(CC1)N(C1=NC=CC=C1)C1=CC=CC=C1)N1C(NC(CC1)=O)=O 1-(1-oxo-5-((4-(phenyl(pyridin-2-yl)amino)piperidin-1-yl)methyl)isoindolin-2-yl)dihydropyrimidine-2,4(1H,3H)-dione